CC=1C=CC2=C(OCO2)C1 6-methylbenzo[d][1,3]dioxol